O=C(C(=O)OCCC(C=C(CC(C)C)C)C)C 3,5,7-trimethyloct-4-en-1-yl 2-oxopropanoate